(1R,3S,5S)-3-((7-chloro-3-iodo-1,6-naphthyridin-5-yl)amino)-8-azabicyclo[3.2.1]octane-8-carboxylic acid tert-butyl ester C(C)(C)(C)OC(=O)N1[C@H]2CC(C[C@@H]1CC2)NC2=C1C=C(C=NC1=CC(=N2)Cl)I